C(C)N=CC=NCC 1,2-bis(ethyl-imino)ethane